4-(4-(1H-indol-3-yl)thiazol-2-yl)-4-oxobutyric acid N1C=C(C2=CC=CC=C12)C=1N=C(SC1)C(CCC(=O)O)=O